COC1=CC=C(CC2C3(CCC(CC2=O)N3)[2H])C=C1 (4-methoxybenzyl)-8-azabicyclo[3.2.1]octan-3-one-1-d